N-(phenylacetyl)-L-phenylalanine C1(=CC=CC=C1)CC(=O)N[C@@H](CC1=CC=CC=C1)C(=O)O